7-[(3-FLUORO-2-PYRIDYL)OXY]-4-METHYL-CHROMEN FC=1C(=NC=CC1)OC1=CC=C2C(=CCOC2=C1)C